(2S,4r)-1-[(2S)-2-[4-(2-fluoro-5-methyl-3-pyridinyl)triazol-1-yl]-3,3-dimethyl-butyryl]-4-hydroxy-N-methyl-pyrrolidine-2-carboxamide FC1=NC=C(C=C1C=1N=NN(C1)[C@H](C(=O)N1[C@@H](C[C@H](C1)O)C(=O)NC)C(C)(C)C)C